Benzyl (2S,3S,5S,7S)-3,7-dihydroxy-2,5,8,8-tetramethylnonanoate O[C@H]([C@@H](C(=O)OCC1=CC=CC=C1)C)C[C@@H](C[C@@H](C(C)(C)C)O)C